Ethyl(imino)(4-((4-(isoindolin-2-ylmethyl)-2-(methylsulfonyl)phenoxy)methyl)-phenyl)-λ6-sulfanone C(C)S(=O)(C1=CC=C(C=C1)COC1=C(C=C(C=C1)CN1CC2=CC=CC=C2C1)S(=O)(=O)C)=N